N-(2-Aminoethyl)-3-chloro-6,12-dioxo-6,12-dihydroindolo[2,1-b]quinazoline-8-carboxamide NCCNC(=O)C=1C=C2C(C3=NC4=CC(=CC=C4C(N3C2=CC1)=O)Cl)=O